2-Chloro-3-iodo-6-methyl-5-nitrobenzoic Acid ClC1=C(C(=O)O)C(=C(C=C1I)[N+](=O)[O-])C